7-(4-(6-((5-fluoro-4-(4-fluoro-1-isopropyl-2-methyl-1H-benzo[d]imidazol-6-yl)pyrimidin-2-yl)amino)pyridin-3-yl)piperazin-1-yl)-N-hydroxyheptanamide hydrochloride salt Cl.FC=1C(=NC(=NC1)NC1=CC=C(C=N1)N1CCN(CC1)CCCCCCC(=O)NO)C=1C=C(C2=C(N(C(=N2)C)C(C)C)C1)F